2,3-dimercaptopropane-1-sulfonate SC(CS(=O)(=O)[O-])CS